5-Fluoro-1-((4aR,6R,7aS)-2-(3-phenylpropyloxy)-2-oxidotetrahydro-4H-furo[3,2-d][1,3,2]dioxaphosphinin-6-yl)pyrimidine-2,4(1H,3H)-dione FC=1C(NC(N(C1)[C@H]1C[C@@H]2OP(OC[C@H]2O1)(=O)OCCCC1=CC=CC=C1)=O)=O